1-(((5-Chloro-2-((2-methoxy-6-methyl-5,6,7,8-tetrahydro-1,6-naphthyridin-3-yl)amino)pyrimidine-4-yl)amino)methyl)cyclobutane-1-carboxylic acid ClC=1C(=NC(=NC1)NC=1C(=NC=2CCN(CC2C1)C)OC)NCC1(CCC1)C(=O)O